FC1(CCC(CC1)C1=NN=C(O1)[C@@H]1CC[C@H](CC1)NC(OC(C)(C)C)=O)F trans-tert-butyl (4-(5-(4,4-difluorocyclohexyl)-1,3,4-oxadiazol-2-yl)cyclohexyl)carbamate